Behenoyl-(behenic acid) C(CCCCCCCCCCCCCCCCCCCCC)(=O)C(C(=O)O)CCCCCCCCCCCCCCCCCCCC